1-(2-(4'-(2-(1H-pyrazol-1-yl)ethoxy)-[1,1'-biphenyl]-4-yl)propan-2-yl)-3-(3-methylquinuclidin-3-yl)urea N1(N=CC=C1)CCOC1=CC=C(C=C1)C1=CC=C(C=C1)C(C)(C)NC(=O)NC1(CN2CCC1CC2)C